3-methyl-1,5-pentanedioic acid CC(CC(=O)O)CC(=O)O